C(C(C)C)NC(=O)C1CNCCC1 piperidine-3-carboxylic acid isobutyl-amide